C(C1=CC=CC=C1)(=O)NC(C1=C(C=CC(=C1)OC)CCCC(=O)O)C(=O)O 4-(2-(benzamido(carboxy)methyl)-4-methoxyphenyl)butyric acid